CC12OCC(C1)(C2)C(=O)Cl 1-methyl-2-oxabicyclo[2.1.1]Hexane-4-carbonyl chloride